4-pregnen-21-ol C(C[C@H]1CC[C@H]2[C@@H]3CCC4=CCCC[C@]4(C)[C@H]3CC[C@]12C)O